4,6-bis([1,1'-biphenyl]-4-yl)-6-chloro-1,3,5-triazine C1(=CC=C(C=C1)C=1N=CNC(N1)(Cl)C1=CC=C(C=C1)C1=CC=CC=C1)C1=CC=CC=C1